COC(=O)N[C@@H](CS)C(=O)O methoxycarbonyl-cysteine